(propoxy)amine C(CC)ON